2-amino-2-(3-chloro-1-ethyl-1H-pyrrolo[3,2-c]pyridin-7-yl)acetonitrile NC(C#N)C=1C2=C(C=NC1)C(=CN2CC)Cl